(pentamethylcyclopentadienyl)(cyclopentadienyl)zirconium CC1=C(C(=C(C1(C)[Zr]C1C=CC=C1)C)C)C